C(C)\C(=C(/C(=O)OC1=C(C=NC2=CC(=CC=C12)C(F)(F)F)C)\C)\NC1=CC(=CC=C1)C(F)(F)F 3-methyl-7-(trifluoromethyl)quinolin-4-ol Ethyl-(2E)-2-methyl-3-{[3-(trifluoromethyl)phenyl]amino}prop-2-enoate